ClC1C=2C(=NN(C2CCC1)C1=CC(=CC=C1)O[C@H](C)C1=CC2=C(OC(O2)(F)F)C=C1)C(F)(F)F chloro-1-(3-((R)-1-(2,2-difluorobenzo[d][1,3]dioxol-5-yl)ethoxy)phenyl)-3-(trifluoromethyl)-4,5,6,7-tetrahydro-1H-indazole